ethyl 5-nitro-1-(2-trimethylsilylethoxymethyl)pyrazole-3-carboxylate [N+](=O)([O-])C1=CC(=NN1COCC[Si](C)(C)C)C(=O)OCC